3-oxo-2-(phenylmethylene)butanamide Tert-butyl-4-((6-((phenoxycarbonyl)amino)pyridin-3-yl)oxy)piperidine-1-carboxylate C(C)(C)(C)OC(=O)N1CCC(CC1)OC=1C=NC(=CC1)NC(=O)OC1=CC=CC=C1.O=C(C(C(=O)N)=CC1=CC=CC=C1)C